3-(5-((3-(4'-chloro-[1,1'-biphenyl]-2-carbonyl)-3,6-diazabicyclo[3.1.1]heptan-6-yl)methyl)-6-fluoro-1-oxoisoindolin-2-yl)piperidine-2,6-dione ClC1=CC=C(C=C1)C=1C(=CC=CC1)C(=O)N1CC2N(C(C1)C2)CC=2C=C1CN(C(C1=CC2F)=O)C2C(NC(CC2)=O)=O